Octamethylcyclotetra-siloxan C[Si]1(O[Si](O[Si](O[Si](O1)(C)C)(C)C)(C)C)C